5-((2-Amino-9-((2R,3R,5S)-3-hydroxy-5-(hydroxymethyl)tetrahydrofuran-2-yl)-6,8-dioxo-1,6,8,9-tetrahydro-7H-purin-7-yl)methyl)thiophen NC=1NC(C=2N(C(N(C2N1)[C@@H]1O[C@@H](C[C@H]1O)CO)=O)CC1=CC=CS1)=O